trichloromethyl-5-furyl-1,3,4-oxadiazole ClC(Cl)(Cl)C=1OC(=NN1)C=1OC=CC1